2-chloro-4-(cyclopentylamino)pyrimidine-5-carboxamide ClC1=NC=C(C(=N1)NC1CCCC1)C(=O)N